NCC1=C(C=C(C=C1F)NC(=O)C1=CC2=C(OCCC3=C2SC=C3)C=C1C=1C(=NC(=CC1)C(NCCC)=O)C(=O)O)F 3-(9-((4-(aminomethyl)-3,5-difluorophenyl)carbamoyl)-4,5-dihydrobenzo[b]thieno[2,3-d]oxepin-8-yl)-6-(propylcarbamoyl)picolinic acid